ClC1=CC=C2C(=CC=NC2=C1)N1CC(CCC1)N(C)C 1-(7-Chloroquinolin-4-yl)-N,N-dimethylpiperidin-3-amine